5-[(2S,6R)-2-(1-cyclopropylpyrazol-4-yl)-6-methyl-morpholin-4-yl]-7-(2-fluoro-4-methyl-phenyl)-N,N-dimethyl-thiazolo[4,5-d]pyrimidin-2-amine C1(CC1)N1N=CC(=C1)[C@H]1CN(C[C@H](O1)C)C=1N=C(C2=C(N1)N=C(S2)N(C)C)C2=C(C=C(C=C2)C)F